2-fluoro-4-(2-methylprop-1-en-1-yl)-6-(piperazin-1-yl)benzonitrile FC1=C(C#N)C(=CC(=C1)C=C(C)C)N1CCNCC1